[2-[1-(2,2-difluoroethyl)pyrazol-3-yl]thiazol-4-yl]urea FC(CN1N=C(C=C1)C=1SC=C(N1)NC(=O)N)F